propyl (2S,3S)-5-((E)-3-ethoxy-3-oxoprop-1-en-1-yl)-2-(4-hydroxyphenyl)-2,3-dihydrobenzofuran-3-carboxylate C(C)OC(/C=C/C=1C=CC2=C([C@@H]([C@H](O2)C2=CC=C(C=C2)O)C(=O)OCCC)C1)=O